4-hydroxy-9(10H)-acridone OC1=CC=CC=2C(C3=CC=CC=C3NC12)=O